7-cyclopentyl-2-[[5-[4-(2-hydroxyethyl)piperazin-1-yl]-2-pyridinyl]-amino]-N,N-dimethylpyrrolo[2,3-d]pyrimidine-6-carboxamide C1(CCCC1)N1C(=CC2=C1N=C(N=C2)NC2=NC=C(C=C2)N2CCN(CC2)CCO)C(=O)N(C)C